1-(6-chloro-4-(cyclopentylamino)pyridin-3-yl)ethanone tert-butyl-4-[2-(5-bromo-2-pyridyl)ethyl]piperidine-1-carboxylate C(C)(C)(C)OC(=O)N1CCC(CC1)CCC1=NC=C(C=C1)Br.ClC1=CC(=C(C=N1)C(C)=O)NC1CCCC1